OC1CC2(C1)CCN(CC2)C(=O)OC(C)(C)C tert-Butyl 2-hydroxy-7-azaspiro[3.5]nonane-7-carboxylate